ClC1=C(C(=CC=C1)Cl)S(=O)(=O)NCCC1=C(C=CC=C1)O 2,6-dichloro-N-[2-(2-hydroxyphenyl)ethyl]benzenesulfonamide